C(C1=CC=CC=C1)OC1=C(N2C(C3=CC(=CC=C13)C1=CC(=CC=C1)Cl)=C(C=N2)C(=O)O)Cl 6-(benzyloxy)-5-chloro-9-(3-chlorophenyl)pyrazolo[5,1-a]isoquinoline-1-carboxylic acid